2-(4-(1,3-dioxo-5,11-bis(4-(trifluoromethyl)phenyl)-1H-xantheno[2,1,9-def]isoquinolin-2(3H)-yl)phenyl)acetic acid O=C1N(C(C2=C3C=4C(=C(C=C13)C1=CC=C(C=C1)C(F)(F)F)C1=CC=CC=C1OC4C(=C2)C2=CC=C(C=C2)C(F)(F)F)=O)C2=CC=C(C=C2)CC(=O)O